2-(6-(4-(2,3-diaminopyridin-4-yl)-1H-pyrazol-1-yl)pyridin-3-yl)propanamide 3-oxo-cyclobutyl-2,2-dimethylpropionate O=C1CC(C1)OC(C(C)(C)C)=O.NC1=NC=CC(=C1N)C=1C=NN(C1)C1=CC=C(C=N1)C(C(=O)N)C